ethyl 2-{[(2S)-1,4-dioxan-2-yl] methyl}-8-methyl-4,5-dihydro-2H-furo[2,3-g]indazole-7-carboxylate O1[C@H](COCC1)CN1N=C2C3=C(CCC2=C1)OC(=C3C)C(=O)OCC